FC(C1=NN(C=C1S(=O)(=O)[C@@](C)(F)C1CCNCC1)C)F (R)-4-(1-((3-(difluoromethyl)-1-methyl-1H-pyrazol-4-yl)sulfonyl)-1-fluoroethyl)piperidine